methoxy-(1-(diethylamino)ethylidene)phosphoramidofluoridate COCC(N(CC)CC)=NP([O-])(=O)F